5-methyl-6-[[4-(6-methyl-2-pyridinyl)phenyl]methyl]-1-tetrahydropyran-4-yl-pyrazolo[4,3-c]pyridin-4-one CN1C(C2=C(C=C1CC1=CC=C(C=C1)C1=NC(=CC=C1)C)N(N=C2)C2CCOCC2)=O